BrC=1C=CC(=C(C1)NC(CN(C)C)=O)OC(F)(F)F N-(5-bromo-2-(trifluoromethoxy)phenyl)-2-(dimethylamino)acetamide